CC1=C(C(=O)N)C=CC=C1C1=CC=C2CC(NC2=C1)=O methyl-3-(2-oxoindolin-6-yl)benzamide